(2,5-dichloropyridin-4-yl)boronic acid ClC1=NC=C(C(=C1)B(O)O)Cl